FC1=C(CN(C(OCC)=O)C=2SC(=C(C2C(NC=2N=NC(=CC2)OC)=O)CN(C)C)C2=CC=C(C=C2)[N+](=O)[O-])C(=CC=C1)F Ethyl (2,6-difluorobenzyl)-(4-dimethylaminomethyl-3-(6-methoxypyridazin-3-ylcarbamoyl)-5-[4-nitrophenyl]thiophen-2-yl)carbamate